1,7-dimethyl-6-nitro-indazole CN1N=CC2=CC=C(C(=C12)C)[N+](=O)[O-]